C(C=C)(=O)N1[C@@H](CCCC1)C=1N(C(=C(N1)C1=CC=C(C=C1)C(NC1=NC=CC(=C1)C(C)C)=O)C(=O)N)N (S)-2-(1-Acryloylpiperidin-2-yl)-1-amino-4-(4-((4-isopropylpyridin-2-yl)carbamoyl)phenyl)-1H-imidazol-5-carboxamid